6-chloro-5-(4-(3-(5-ethyl-6-oxo-1,6-dihydropyrimidin-2-yl)cyclopent-2-en-1-yl)piperazin-1-yl)-N-methylpicolinamide ClC1=C(C=CC(=N1)C(=O)NC)N1CCN(CC1)C1C=C(CC1)C=1NC(C(=CN1)CC)=O